5-benzyl-N-(4-(5-(3-hydroxypropyl)-2-methylphenyl)pyridin-2-yl)-4H-1,2,4-triazole-3-carboxamide C(C1=CC=CC=C1)C=1NC(=NN1)C(=O)NC1=NC=CC(=C1)C1=C(C=CC(=C1)CCCO)C